8-fluoro-3,4-dihydrobenzo[f][1,4]oxazepin-5(2H)-one FC1=CC2=C(C(NCCO2)=O)C=C1